OCC(=O)C 1-hydroxyacetone